4-(pyrimidin-2-yl)piperazine-1-carboxamidine hydrochloride Cl.N1=C(N=CC=C1)N1CCN(CC1)C(=N)N